C1(CC1)C1=C(C(=NO1)C1=C(C=CC=C1Cl)Cl)COC1C2C(N(C(C1)C2)C=2C=CC(=NC2)C(=O)NS(=O)(=O)C2NCOC2)C 5-(5-[[5-cyclopropyl-3-(2,6-dichlorophenyl)-1,2-oxazol-4-yl]methoxy]-3-methyl-2-azabicyclo[2.2.1]heptane-2-yl)-N-(oxazolidine-4-sulfonyl)pyridine-2-carboxamide